3-(5-bromo-2-oxo-benzo[cd]indol-1(2H)-yl)-1-(4-methoxybenzyl)-1H-pyrrole-2,5-dione BrC=1C=CC=2C(N(C3=CC=CC1C23)C=2C(N(C(C2)=O)CC2=CC=C(C=C2)OC)=O)=O